ClC1=C(C(=O)N2COC3=C(C2)C=CC=C3C3=CC(=C(C(=O)OC)C=C3F)N3C2COCC3CC2)C(=CC(=C1)C=1C=C2C(=NC1)N(N=N2)C)Cl Methyl 4-[3-[2,6-dichloro-4-(3-methyltriazolo[4,5-b]pyridin-6-yl)benzoyl]-2,4-dihydro-1,3-benzoxazin-8-yl]-5-fluoro-2-(3-oxa-8-azabicyclo[3.2.1]octan-8-yl)benzoate